methyl (3S,6R)-6-methyl-1-(2-(4-(pyrimidin-5-yl)phenyl)acetyl)piperidine-3-carboxylate C[C@@H]1CC[C@@H](CN1C(CC1=CC=C(C=C1)C=1C=NC=NC1)=O)C(=O)OC